4,4-dimethylcyclohexyl N-{[2-(2,6-dioxopiperidin-3-yl)-1-oxo-2,3-dihydro-1H-isoindol-5-yl]methyl}carbamate O=C1NC(CCC1N1C(C2=CC=C(C=C2C1)CNC(OC1CCC(CC1)(C)C)=O)=O)=O